4-hydroxy-4-[5-(3-hydroxy-3-methylpyrrolidin-1-yl)pyridin-2-yl]cyclohexan-1-one OC1(CCC(CC1)=O)C1=NC=C(C=C1)N1CC(CC1)(C)O